ClC1=C(C=CC(=C1)OC1=C(C=C(C=C1)Cl)Cl)C(CN1N=CN=C1)(C)O 2-[2-chloro-4-(2,4-dichlorophenoxy)phenyl]-1-(1H-1,2,4-triazol-1-yl)propan-2-ol